C1(=CC=CC2=CC=CC=C12)C1(CC1)N1C(CC2=CC=C(C=C12)C(=O)N)=O (1-(naphthalen-1-yl)cyclopropyl)-2-oxoindoline-6-carboxamide